(S)-quinuclidin-3-yl((R)-5-(4-(difluoromethoxy)-3-methylphenyl)-2,2-dimethyl-2,3-dihydro-1H-inden-1-yl)carbamate N12C[C@H](C(CC1)CC2)OC(N[C@@H]2C(CC1=CC(=CC=C21)C2=CC(=C(C=C2)OC(F)F)C)(C)C)=O